N-(3-methoxybenzyl)-N-(4-(4-methylpiperazin-1-yl)benzyl)-3-(piperidin-1-ylmethyl)aniline COC=1C=C(CN(C2=CC(=CC=C2)CN2CCCCC2)CC2=CC=C(C=C2)N2CCN(CC2)C)C=CC1